ethyl 4-[4-(2,2-dimethyl-2,3-dihydro-benzofuran-7-yl)-2,6-difluoro-phenoxy]-butyrate CC1(OC2=C(C1)C=CC=C2C2=CC(=C(OCCCC(=O)OCC)C(=C2)F)F)C